CCCCCCC(C(CCCCCCCCCCC)O)O nonadecane-7,8-diol